OC1CC2C(C2C1)NC(OCC1=CC=CC=C1)=O benzyl (3-hydroxybicyclo[3.1.0]hexan-6-yl)carbamate